6-(5-chloro-1,3-dioxoisoindol-2-yl)nicotinoyl chloride ClC=1C=C2C(N(C(C2=CC1)=O)C1=NC=C(C(=O)Cl)C=C1)=O